COC1=C(C=CC2=CC(=NC=C2)C2=NC=CC(=C2)C=CC2=C(C=CC=C2)OC)C=CC=C1 4,4'-Bis[o-methoxystyryl]-2,2'-bipyridine